4-(4-bromo-1H-indol-2-yl)-5-hydroxy-N-methoxy-2-carbonyl-5-pentyl-2,5-dihydrofuran-3-carboxamide BrC1=C2C=C(NC2=CC=C1)C1=C(C(OC1(CCCCC)O)=C=O)C(=O)NOC